C(N)(=O)C=1C=CC(=C(C1)C1=CC(=NC=C1C(=O)O)C)OC 4-(5-carbamoyl-2-methoxyphenyl)-6-methylnicotinic acid